FC=1C=C2C3=C(NC2=C(C1)N(C(OC(C)(C)C)=O)C)N=C(N=C3OC=3C=NC=1N(C3)N=CC1)OC=1C=NC=3N(C1)N=CC3 tert-butyl (6-fluoro-2,4-bis(pyrazolo[1,5-a]pyrimidin-6-yloxy)-9H-pyrimido[4,5-b]indol-8-yl)(methyl)carbamate